Br.N1C(NCC1)=N imidazoline-2-imine hydrobromide